ethyl (2E)-3-amino-2-(7-{[2-(trimethylsilyl)ethoxy]methyl}pyrrolo[2,3-d]pyrimidin-4-yl)prop-2-enoate N/C=C(/C(=O)OCC)\C=1C2=C(N=CN1)N(C=C2)COCC[Si](C)(C)C